9-(4-((1-(3-fluoropropyl)azetidin-3-ylidene)methyl)phenyl)-8-(cis-4-methylcyclohexyl)-6,7-dihydro-5H-benzo[7]annulene-3-carboxylic acid FCCCN1CC(C1)=CC1=CC=C(C=C1)C1=C(CCCC2=C1C=CC(=C2)C(=O)O)[C@@H]2CC[C@@H](CC2)C